C(C)(C)(C)OC(C(C)(C)OC1=C(CN2CCN(CC2)C(=O)OC(C(F)(F)F)C(F)(F)F)C=CC(=C1)C(F)(F)F)=O 1,1,1,3,3,3-hexafluoropropan-2-yl 4-(2-((1-(tert-butoxy)-2-methyl-1-oxopropan-2-yl)oxy)-4-(trifluoromethyl)benzyl)piperazine-1-carboxylate